8-bromo-9-chloro-2,3,4,5-tetrahydro-1H-pyrrolo[1,2-a][1,4]diazepin-1-one BrC=1C(=C2N(CCCNC2=O)C1)Cl